ClC1=NC(=NC(=C1C1CC1)OC1=CC=C(C=C1)C1CCN(CC1)C)NS(=O)(=O)C=1C=NN(C1)C N-[4-chloro-5-cyclopropyl-6-[4-(1-methyl-4-piperidyl)phenoxy]pyrimidin-2-yl]-1-methyl-pyrazole-4-sulfonamide